dineopentyl 2-cyclohexyl-3-cyclopentylsuccinate C1(CCCCC1)C(C(=O)OCC(C)(C)C)C(C(=O)OCC(C)(C)C)C1CCCC1